C(C(O)C)(=O)[O-].C(CCC)[P+](CCCC)(CCCC)CCCC tetra-n-butylphosphonium lactate